Cl.N[C@@H]1CC[C@H](OC1)C=O ((2S,5R)-5-aminotetrahydro-2H-pyran-2-yl)methanone hydrochloride